tri(diphenylphosphino)stibane C1(=CC=CC=C1)P(C1=CC=CC=C1)[Sb](P(C1=CC=CC=C1)C1=CC=CC=C1)P(C1=CC=CC=C1)C1=CC=CC=C1